Mono[2,5,7,8-tetramethyl-2-(4,8,12-trimethyltridecyl)-6-chromanyl]succinate CC1(OC2=C(C(=C(C(=C2CC1)C)OC(CCC(=O)[O-])=O)C)C)CCCC(CCCC(CCCC(C)C)C)C